NC(CCN(NC([C@H](CC12CC(C1)C2)NC(=O)OC(C)(C)C)=O)C(=O)OCC2=CC=CC=C2)=O benzyl (S)-1-(3-amino-3-oxopropyl)-2-(3-(bicyclo[1.1.1]pentan-1-yl)-2-((tert-butoxycarbonyl) amino)propanoyl)hydrazine-1-carboxylate